(4-hydroxyphenyl)urethane OC1=CC=C(C=C1)NC(=O)OCC